N,8-di-p-tolyl-1,3,4,5-tetrahydro-2H-pyrido[4,3-b]indole-2-carbothioamide C1(=CC=C(C=C1)NC(=S)N1CC2=C(NC=3C=CC(=CC23)C2=CC=C(C=C2)C)CC1)C